Tert-butyl (2S,4R)-2-[[tert-butyl(dimethyl)silyl]oxymethyl]-4-[2-(2-tetrahydropyran-2-yloxyethoxy)ethoxy]pyrrolidine-1-carboxylate [Si](C)(C)(C(C)(C)C)OC[C@H]1N(C[C@@H](C1)OCCOCCOC1OCCCC1)C(=O)OC(C)(C)C